octadecyl 4-hydroxy-3,5-dimethylbenzylmercaptoacetate OC1=C(C=C(CSCC(=O)OCCCCCCCCCCCCCCCCCC)C=C1C)C